C(#N)C1=CC=C(C=C1)C1N(O1)C(=O)OC(C)(C)C tert-butyl 3-(4-cyano-phenyl)-oxaziridine-2-carboxylate